3-(5-aminopyrazol-1-yl)-5-morpholino-pyridin-2-amine NC1=CC=NN1C=1C(=NC=C(C1)N1CCOCC1)N